(3R,4R)-4-bromooxolan-3-ol Br[C@H]1[C@@H](COC1)O